C(C)(=O)SCC(SCCSC(C)=O)CSCCSC(C)=O 4-acetylthiomethyl-1,8-bisacetylthio-3,6-dithiaoctane